COC=1SC(=CN1)S(=O)(=O)N 2-methoxythiazole-5-sulfonamide